samarium pentacobalt [Co].[Co].[Co].[Co].[Co].[Sm]